N-(1-(4-((R)-2-hydroxypropoxy)-6-((R)-3-methoxytetrahydrofuran-3-yl)pyridine-2-yl)-3-methyl-1H-pyrazolo[4,3-c]pyridine-6-yl)acetamide O[C@@H](COC1=CC(=NC(=C1)[C@]1(COCC1)OC)N1N=C(C=2C=NC(=CC21)NC(C)=O)C)C